4-vinyl-(3-sulfopropyl)pyridinium C(=C)C1=CC=[N+](C=C1)CCCS(=O)(=O)O